C[C@H]1N(CCN(C1)C1=NC=C(C=N1)C(F)(F)F)C(=O)NCCC1CCN(CC1)CC1=C(C=CC=C1)C (2R)-2-methyl-N-(2-{1-[(2-methylphenyl)methyl]piperidin-4-yl}ethyl)-4-[5-(trifluoromethyl)pyrimidin-2-yl]piperazine-1-carboxamide